rel-methyl (3S,4R)-1-benzyl-4-(pyridin-4-yl)pyrrolidine-3-carboxylate C(C1=CC=CC=C1)N1C[C@H]([C@@H](C1)C1=CC=NC=C1)C(=O)OC |o1:9,10|